CN(CC(COCCCCCCCC\C=C/C\C=C/CCCCC)OC(CCC)O[C@@H]1CC2=CC[C@H]3[C@@H]4CC[C@H]([C@@H](CCCC(C)C)C)[C@]4(CC[C@@H]3[C@]2(CC1)C)C)C 3-dimethylamino-2-(cholest-5-en-3beta-oxybut-4-yloxy)-1-(cis,cis-9,12-octadecadienyloxy)propane